C(C1CO1)OC(C=1C(C(=O)OCC2CO2)=CC=CC1)=O.C1=CC=CC1.C1=CC=CC1 dicyclopentadiene diglycidyl-phthalate